(cyclopropylmethyl)-N-propyl-N-(1-methyl-1H-pyrazol-4-yl)-1,2,3,4-tetrahydroisoquinolin-7-amine hydrochloride Cl.C1(CC1)CC1NCCC2=CC=C(C=C12)N(C=1C=NN(C1)C)CCC